(2S)-2-amino-N-[3-bromo-4-chloro-2-(2,6-difluorobenzoyl)phenyl]propanamide N[C@H](C(=O)NC1=C(C(=C(C=C1)Cl)Br)C(C1=C(C=CC=C1F)F)=O)C